C1(CC1)OC1=C(C=NC=C1)C(=O)NC1=CC(=C(C(=C1)F)OC1=CC=NC2=CC(=C(C=C12)OC)OC[C@@H](C)O)F (R)-4-cyclopropoxy-N-(3,5-difluoro-4-((7-(2-hydroxypropoxy)-6-methoxyquinolin-4-yl)oxy)phenyl)pyridine-3-carboxamide